(3-ethyl-benzothiazole-6-sulfonic acid) diammonium salt [NH4+].[NH4+].C(C)N1CSC2=C1C=CC(=C2)S(=O)(=O)[O-].C(C)N2CSC1=C2C=CC(=C1)S(=O)(=O)[O-]